di(dodecyl) carbonate C(OCCCCCCCCCCCC)(OCCCCCCCCCCCC)=O